methyl 2-(1-(tert-butoxycarbonyl)-1,2,3,6-tetrahydropyridin-4-yl)-5-isopropoxybenzo[d]thiazole-6-carboxylate C(C)(C)(C)OC(=O)N1CCC(=CC1)C=1SC2=C(N1)C=C(C(=C2)C(=O)OC)OC(C)C